tert-butyl 3-(4-nitrophenyl)-2-oxo-3,6-diazabicyclo[3.1.1]heptane-6-carboxylate [N+](=O)([O-])C1=CC=C(C=C1)N1C(C2N(C(C1)C2)C(=O)OC(C)(C)C)=O